CC=1N(C2=NC(=NC(=C2N1)N/N=C/C1=CC(=CC=C1)C)N1CCOCC1)CC(=O)C1=CC=CC=C1 (E)-2-(8-methyl-6-(2-(3-methylbenzylidene)hydrazinyl)-2-morpholino-9H-purin-9-yl)-1-phenylethan-1-one